CN1N(C2=C(N1)C=CC=C2)C 2,3-dimethylbenzotriazole